N4-(4-(3,3-dimethyl-5-(5-methyl-1H-imidazole-1-yl)-2,3-dihydro-1H-pyrrolo[3,2-b]pyridin-1-yl)pyrimidin-2-yl)-N1-(2-(dimethylamino)ethyl)-5-methoxy-N1-methylbenzene-1,2,4-triamine CC1(CN(C=2C1=NC(=CC2)N2C=NC=C2C)C2=NC(=NC=C2)NC=2C=C(C(=CC2OC)N(C)CCN(C)C)N)C